2,6-dichloro-3-fluorophenethyl alcohol ClC1=C(CCO)C(=CC=C1F)Cl